ClC=1C=C(C=C(C1)Cl)C1=CC(=CC(=N1)OC=1C=CC(=NC1)N1CCN(CC1)CCCS(=O)(=O)N)CN1CCC(CC1)CNC(=O)NC 3-(4-(5-((6-(3,5-dichlorophenyl)-4-((4-((3-methylureido)methyl)piperidin-1-yl)methyl)pyridin-2-yl)oxy)pyridin-2-yl)piperazin-1-yl)propane-1-sulfonamide